ClC1=CC(=C2C=NNC2=C1)C=1N=NN(C1)CC=1N=C2N(C=C(C=C2)CNCC(C)(C)C)C1 N-[[2-[[4-(6-chloro-1H-indazol-4-yl)triazol-1-yl]methyl]imidazo[1,2-a]pyridin-6-yl]methyl]-2,2-dimethyl-propan-1-amine